NC=1C=C(C(=O)C2=CC=C(C(=C2)OC2=CC=CC=C2)N)C=CC1 3,4'-diamino-5'-phenoxy-benzophenone